8-(4,4-difluoropiperidin-1-yl)-2-methoxy-1,7-naphthyridin-6-amine FC1(CCN(CC1)C=1N=C(C=C2C=CC(=NC12)OC)N)F